FC1=C(C=CC(=C1COC=1C(=C2C(=NC1)N(N=C2)C2OCCCC2)C)F)NS(=O)(=O)C=2C(=NC=C(C2)F)OC N-[2,4-difluoro-3-([[4-methyl-1-(oxan-2-yl)pyrazolo[3,4-b]pyridin-5-yl]oxy]methyl)phenyl]-5-fluoro-2-methoxypyridine-3-sulfonamide